(4-hydroxybenzoyl)-1H-indole-2-sulfonohydrazide OC1=CC=C(C(=O)N2C(=CC3=CC=CC=C23)S(=O)(=O)NN)C=C1